2-[[2-(2,4-difluorophenyl)-2-methyl-propanoyl]amino]-4-[2-methoxyethyl-[4-(5,6,7,8-tetrahydro-1,8-naphthyridin-2-yl)butyl]amino]butanoic acid FC1=C(C=CC(=C1)F)C(C(=O)NC(C(=O)O)CCN(CCCCC1=NC=2NCCCC2C=C1)CCOC)(C)C